ClC1=C(C(=C(C=C1OC)OC)Cl)N1C(N(C2=NC(=NC=C2C1)NC)C1CN(CCC1)C(C=CCN(C)C)=O)=O 3-(2,6-dichloro-3,5-dimethoxyphenyl)-1-(1-(4-(dimethylamino)-but-2-enoyl)piperidin-3-yl)-7-(methylamino)-3,4-dihydropyrimido[4,5-d]pyrimidin-2(1H)-one